3-cyano-N-(2,4-difluoro-3-(7-fluoro-3-(1H-imidazol-2-yl)-1H-indazol-6-yl)phenyl)-benzenesulfonamide C(#N)C=1C=C(C=CC1)S(=O)(=O)NC1=C(C(=C(C=C1)F)C1=CC=C2C(=NNC2=C1F)C=1NC=CN1)F